[Na+].P(=O)([O-])([O-])[O-].O=CC(O)CO.[Na+].[Na+] Glyceraldehyde phosphate sodium salt